BrCCOCCOCCOCCNC(OC(C)(C)C)=O tert-butyl N-(2-{2-[2-(2-bromoethoxy)ethoxy]ethoxy}ethyl)carbamate